2-(5-Fluoro-2-(((3R,4S)-3-methylpiperidin-4-yl)amino)pyrimidin-4-yl)-3,6,6-trimethyl-5,6-dihydro-4H-thieno[2,3-c]pyrrol-4-one FC=1C(=NC(=NC1)N[C@@H]1[C@@H](CNCC1)C)C1=C(C2=C(C(NC2=O)(C)C)S1)C